ClC1=CC(=CC(=N1)\C(\C)=N\OCC1=C(C=CC=C1C)\C(\C(=O)OC)=N/OC)C(F)(F)F methyl (2E)-2-[2-[[(E)-1-[6-chloro-4-(trifluoromethyl)-2-pyridyl]ethylidene-amino]oxymethyl]-3-methyl-phenyl]-2-methoxyimino-acetate